C(C)OP(OCC)(=O)CSC1=C(C=CC=C1)O (2-Hydroxyphenylthio)methylphosphonic acid diethyl ester